4-(1'H-Spiro[cyclopropane-1,4'-isochromen]-1'-yl)thiophene-2-carbaldehyde C1(OCC2(C3=CC=CC=C13)CC2)C=2C=C(SC2)C=O